ClC1=CC2=C(N(C(N2CCN2CCOCC2)=O)C2CCN(CC2)C2=CC=C(C=C2)Cl)C=C1Cl 5,6-dichloro-1-(1-(4-chlorophenyl)piperidin-4-yl)-3-(2-morpholinoethyl)-1,3-dihydro-2H-benzo[d]imidazol-2-one